CCCCCCCC(CC(=O)[O-])OC(=O)CC(CCCCCCC)O[C@H]1[C@@H]([C@@H]([C@H]([C@@H](O1)C)O)O)O The molecule is the monocarboxylic acid anion formed by loss of a proton from the carboxy group of L-rhamnosyl-3-hydroxydecanoyl-3-hydroxydecanoic acid; principal microspecies at pH 7.3. It is a conjugate base of a L-rhamnosyl-3-hydroxydecanoyl-3-hydroxydecanoic acid.